N-(4-((2-((5-(tert-butyl)-1-(1-(2-fluoroethyl)piperidin-4-yl)-1H-pyrazol-3-yl)amino)-1-methyl-1H-imidazo[4,5-b]pyridin-6-yl)oxy)pyridin-2-yl)acetamide C(C)(C)(C)C1=CC(=NN1C1CCN(CC1)CCF)NC=1N(C=2C(=NC=C(C2)OC2=CC(=NC=C2)NC(C)=O)N1)C